3,5-dihydroxy-2-methoxybenzoic acid OC=1C(=C(C(=O)O)C=C(C1)O)OC